C(C)C1=C(C(=NN1)C)C=1C=CC(=NC1F)NC([C@H](C1CCC(CC1)C)NC(=O)C=1C(=NOC1)C)=O N-[(1S)-2-[[5-(5-ethyl-3-methyl-1H-pyrazol-4-yl)-6-fluoro-2-pyridyl]amino]-1-(4-methylcyclohexyl)-2-oxo-ethyl]-3-methyl-isoxazole-4-carboxamide